(2S)-2-aminopropane-1-thiol hydrochloride Cl.N[C@H](CS)C